C[Si](NC(C)(C)C)(C)C N-trimethylsilyl-tertiary butylamine